CN(C1=NC=CC(=C1)C1=CC(=NC=C1)NC(C=CC1=CC=CC=C1)=O)CCCCC N-(2'-(methyl-(pentyl)amino)-[4,4'-bipyridyl]-2-yl)cinnamamide